2-(((S)-1-(1H-1,2,4-triazol-1-yl)propan-2-yl)oxy)-4-(2-((3-((4-methoxybutan-2-yl)oxy)-1-((1r,4r)-4-morpholinocyclohexyl)-1H-pyrazol-4-yl)amino)pyrimidin-5-yl)benzonitrile N1(N=CN=C1)C[C@H](C)OC1=C(C#N)C=CC(=C1)C=1C=NC(=NC1)NC=1C(=NN(C1)C1CCC(CC1)N1CCOCC1)OC(C)CCOC